CC=1NC=2N(C(C1C(=O)OC)(C)C)N=NN2 methyl 5,7,7-trimethyl-4H-tetrazolo[1,5-a]pyrimidine-6-carboxylate